4-methoxy-N-(1-methyl-1H-pyrazol-4-yl)pyrimidin-2-amine COC1=NC(=NC=C1)NC=1C=NN(C1)C